4-[1,7,7-trimethylbicyclo[2.2.1]heptane-2-yl]cyclohexanol CC12C(CC(CC1)C2(C)C)C2CCC(CC2)O